NC=1C(=C(C2=C(OCCN2CC2=CC=C(C=C2)OC)C1)Br)C(=O)C1=C(C=CC(=C1)F)Cl (7-amino-5-bromo-4-(4-methoxybenzyl)-3,4-dihydro-2H-benzo[b][1,4]oxazin-6-yl)(2-chloro-5-fluorophenyl)methanone